C(C)(C)(C)OC(=O)N1CC2=CC=CC=C2C[C@H]1COC (3S)-3-(methoxymethyl)-3,4-dihydro-1H-isoquinoline-2-carboxylic acid tert-butyl ester